(S)-(2-bromo-4-(trifluoromethyl)phenyl)(oxiran-2-ylmethyl)carbamate BrC1=C(C=CC(=C1)C(F)(F)F)OC(NC[C@@H]1OC1)=O